C(C)OC(=O)C=1C=NN(C1)C1=C(C=C(C=C1)NC(CC1=C(C=CC=C1)Cl)=O)S(N)(=O)=O 1-(4-{[(2-chlorophenyl)acetyl]Amino}-2-sulfamoylphenyl)-1H-Pyrazole-4-carboxylic acid ethyl ester